2-phenoxyhexaethylene glycol methacrylate C(C(=C)C)(=O)O.O(C1=CC=CC=C1)C(CO)OCCOCCOCCOCCOCCO